N1=CC=C(C=C1)S(=O)(=O)CC(C(=O)O)CCC(=O)O 2-[[(4-pyridinyl)sulfonyl]methyl]glutaric acid